N-(methyl-d3)-4-((2-isopropoxy-4-(1-ethyl-1H-pyrazol-4-yl)phenyl)amino)pyridazine-3-carboxamide C(NC(=O)C=1N=NC=CC1NC1=C(C=C(C=C1)C=1C=NN(C1)CC)OC(C)C)([2H])([2H])[2H]